2,5-dimethyl-4-mercaptophenol CC1=C(C=C(C(=C1)S)C)O